ClC=1CC(C=2OC3=C(C=CC=C3OC2C1)Cl)=O 3,9-dichlorooxanthrone